N1N=CC(=C1)CCCNC(C1=CC(=C(C=C1)S(=O)(=O)CC1=NN(C=C1)C)C1=CN=C(S1)C1=CC=C(C=C1)F)=O N-(3-(1H-pyrazol-4-yl)propyl)-3-(2-(4-fluorophenyl)thiazol-5-yl)-4-(((1-methyl-1H-pyrazol-3-yl)methyl)sulfonyl)benzamide